CO[Si]1(CCC(CC1)C)OC 1,1-dimethoxy-4-methylsilacyclohexane